FC(C1=C(C=C2CCCN(C2=C1)C1=C2C=C(C(N(C2=CC(=N1)C=1CCOCC1)C)=O)C)C=1C(N(C=CC1)C)=O)F 5-(7-(difluoromethyl)-6-(1-methyl-2-oxo-1,2-dihydropyridin-3-yl)-3,4-dihydroquinolin-1(2H)-yl)-7-(3,6-dihydro-2H-pyran-4-yl)-1,3-dimethyl-1,6-naphthyridin-2(1H)-one